tert-butyl N-{[5-(2-fluorophenyl)-1-{3-[(methylaminosulfonyl) amino] benzenesulfonyl}-1H-pyrrol-3-yl] methyl}-N-methylcarbamate FC1=C(C=CC=C1)C1=CC(=CN1S(=O)(=O)C1=CC(=CC=C1)NS(=O)(=O)NC)CN(C(OC(C)(C)C)=O)C